2,4-Dimethylcyclohexen-3-carboxaldehyd CC1=CCCC(C1C=O)C